3,3-dimethyl-1-oxobutan-2-ylcarbamate CC(C(C=O)NC([O-])=O)(C)C